2-[[2-chloro-5-(1-methylpyrazol-3-yl)phenyl]methylamino]-5-methyl-4H-[1,2,4]triazolo[1,5-a]pyrimidin-7-one ClC1=C(C=C(C=C1)C1=NN(C=C1)C)CNC1=NN2C(NC(=CC2=O)C)=N1